ClC1=CC=C(C=C1)C1=NN(CC1C1=CC=CC=C1)S(=O)(=O)C1=C(C=CC=C1)C#C 3-(4-chlorophenyl)-N-((2-ethynylphenyl)sulfonyl)-4-phenyl-4,5-dihydro-1H-pyrazole